(2E,4E)-pentane-2,4-dione CC(CC(C)=O)=O